COC1=CC=C2C(C(N(C(C2=C1)=O)CCC1=CC=C(C=C1)S(=O)(=O)N)=O)(C)C 4-(2-(7-Methoxy-4,4-dimethyl-1,3-dioxo-3,4-dihydroisoquinolin-2(1H)-yl)ethyl)benzenesulfonamide